1-(3'-methoxy-[1,1'-biphenyl]-3-yl)ethan-1-one COC=1C=C(C=CC1)C1=CC(=CC=C1)C(C)=O